indene-1,6-diamine C1(C=CC2=CC=C(C=C12)N)N